Cl.Cl.C12CN(CC(N1)C2)C2=NC=C(C=N2)C=2C=1N(C=C(C2)OCC(C)(C)O)N=CC1C#N 4-(2-(3,6-diazabicyclo[3.1.1]hept-3-yl)pyrimidin-5-yl)-6-(2-hydroxy-2-methylpropyloxy)pyrazolo[1,5-a]pyridine-3-carbonitrile dihydrochloride